CC1=CC=C(C=C1)S(=O)(=O)OCC1C(CC(C1)O)COS(=O)(=O)C1=CC=C(C=C1)C (4-Hydroxycyclopentane-1,2-diyl)bis(methylene) bis(4-methylbenzenesulfonate)